C[C@H]1[C@@H](OCCN1C1=NC(=NC=C1)C1=CN=C2N1C=C(N=C2)C#N)C=2C=NNC2 Trans-3-(4-(3-Methyl-2-(1H-pyrazol-4-yl)morpholino)pyrimidin-2-yl)imidazo[1,2-a]pyrazine-6-carbonitrile